3-Chloro-6,7-dihydrocinnoline-8(5H)-one ClC=1N=NC=2C(CCCC2C1)=O